tert-butyl (3S,5S)-4-[7-[3-[tert-butyl(dimethyl)silyl]oxy-1-naphthyl]-6-methyl-2-methylsulfonyl-5,6,7,8-tetrahydroquinazolin-4-yl]-3,5-dimethyl-piperazine-1-carboxylate [Si](C)(C)(C(C)(C)C)OC=1C=C(C2=CC=CC=C2C1)C1C(CC=2C(=NC(=NC2C1)S(=O)(=O)C)N1[C@H](CN(C[C@@H]1C)C(=O)OC(C)(C)C)C)C